N-(3-(dimethylamino)propyl)-4-(8-hydroxyquinolin-6-yl)-3,6-dihydropyridine-1(2H)-carboxamide CN(CCCNC(=O)N1CCC(=CC1)C=1C=C2C=CC=NC2=C(C1)O)C